(S)-1-(1-ethoxy-3-(4-(2-(4-phenyl-1H-1,2,3-triazol-1-yl)ethoxy)phenyl)propan-2-yl)-1H-imidazo[4,5-c]quinolin-4-amine C(C)OC[C@H](CC1=CC=C(C=C1)OCCN1N=NC(=C1)C1=CC=CC=C1)N1C=NC=2C(=NC=3C=CC=CC3C21)N